4-[[4,6-bis(octylthio)-1,3,5-triazin-2-yl]Amino]-2,6-di-tert-butylphenol C(CCCCCCC)SC1=NC(=NC(=N1)SCCCCCCCC)NC1=CC(=C(C(=C1)C(C)(C)C)O)C(C)(C)C